2-chloro-N-[4-[4-[[2-(4-chlorophenyl)-4,4-dimethylcyclohexen-1-yl]methyl]piperazin-1-yl]phenyl]sulfonyl-4-(ethylamino)-3-methyl-5-nitrobenzamide ClC1=C(C(=O)NS(=O)(=O)C2=CC=C(C=C2)N2CCN(CC2)CC2=C(CC(CC2)(C)C)C2=CC=C(C=C2)Cl)C=C(C(=C1C)NCC)[N+](=O)[O-]